N-(2-(4-(azidomethyl)piperidin-1-yl)ethyl)-4-isobutylbenzenesulfonamide N(=[N+]=[N-])CC1CCN(CC1)CCNS(=O)(=O)C1=CC=C(C=C1)CC(C)C